chloro-2-fluoro-N-(4-(4-(((3S,4R)-3-fluoropiperidin-4-yl)oxy)-3-methyl-1H-pyrazolo[3,4-d]pyrimidin-6-yl)phenyl)benzenesulfonamide ClC=1C(=C(C=CC1)S(=O)(=O)NC1=CC=C(C=C1)C1=NC(=C2C(=N1)NN=C2C)O[C@H]2[C@H](CNCC2)F)F